N-(3-(5H-imidazo[5,1-a]isoindol-5-yl)cyclohexyl)ethanesulfonamide C=1N=CN2C1C1=CC=CC=C1C2C2CC(CCC2)NS(=O)(=O)CC